1-methyl-4-(1-(4-nitro-2-((tetrahydro-2H-pyran-4-yl)oxy)phenyl)piperidine-4-yl)piperazine CN1CCN(CC1)C1CCN(CC1)C1=C(C=C(C=C1)[N+](=O)[O-])OC1CCOCC1